((1R,3S)-2-(tert-butoxycarbonyl)-3-butyl-6-methoxy-1,2,3,4-tetrahydroisoquinolin-1-yl)picolinic acid C(C)(C)(C)OC(=O)N1[C@H](C2=CC=C(C=C2C[C@@H]1CCCC)OC)C=1C(=NC=CC1)C(=O)O